5-chloro-N,1-dimethyl-2-phenyl-N-(tetrahydro-2H-pyran-4-yl)-1H-indole-7-amine ClC=1C=C2C=C(N(C2=C(C1)N(C1CCOCC1)C)C)C1=CC=CC=C1